NC=1C(=NC=CC1)OC=1C(=NN(C1)C=1C=NC=CC1)C(=O)OCC ethyl 4-((3-aminopyridin-2-yl) oxy)-1-(pyridin-3-yl)-1H-pyrazole-3-carboxylate